ClC(CN1C[C@@H]([C@@H](C1)C1=C(C=CC=C1)Cl)C(=O)N1CC[C@](CCC1)(C(=O)N[C@H](C)\C=C/S(=O)(=O)C)F)(F)F (R)-1-((3R,4R)-1-(2-chloro-2,2-difluoroethyl)-4-(2-chlorophenyl)pyrrolidine-3-carbonyl)-4-fluoro-N-((R,Z)-4-(methylsulfonyl)but-3-en-2-yl)azepane-4-carboxamide